Dodecenoyl-L-carnitine CCCCCCCC/C=C\CCCCCC(CC(=O)O[C@@H](CCC(=O)[O-])[N+](C)(C)C)O